R-2-(methoxy-d3)propan-1-ol C(O[C@@H](CO)C)([2H])([2H])[2H]